C(\C=C/C\C=C/CCC)OC(CCCN(CC(CO)CO)C(SCCCN(CC)CC)=O)=O 4-[10-ethyl-1-hydroxy-2-(hydroxymethyl)-5-oxo-4,10-diaza-6-thiadodecan-4-yl]butanoic acid-(2Z,5Z)-non-2,5-dien-1-yl ester